C(C)O\C(=C/OC1=CC=C(C=C1)CN1N=CC(=C1)C(C(=O)OCC)=O)\C(F)(F)F ethyl 1-[[4-[[(1Z)-2-ethoxy-3,3,3-trifluoro-1-propen-1-yl]oxy]phenyl]methyl]-α-oxo-1H-pyrazole-4-acetate